2-[2-(2-chloro-6-cyclopropylpyridin-4-yl)-5-cyanophenyl]-1-methylimidazole-4-carbonitrile ClC1=NC(=CC(=C1)C1=C(C=C(C=C1)C#N)C=1N(C=C(N1)C#N)C)C1CC1